3-(3-bromo-2-chloro-5-fluorophenyl)piperidine-2,6-dione BrC=1C(=C(C=C(C1)F)C1C(NC(CC1)=O)=O)Cl